N-(2-chloro-5-(hydroxy(pyridin-3-yl)methyl)phenyl)-1-(3-cyanophenyl)-3-(trifluoromethyl)-1H-pyrazole-5-carboxamide ClC1=C(C=C(C=C1)C(C=1C=NC=CC1)O)NC(=O)C1=CC(=NN1C1=CC(=CC=C1)C#N)C(F)(F)F